C1(CCCC1)N1C(C(=CC2=C1N=C(N=C2)NC2CCN(CC2)CCN(C)C)C#N)=O 8-cyclopentyl-2-((1-(2-(dimethylamino)ethyl)piperidin-4-yl)amino)-7-oxo-7,8-dihydropyrido[2,3-d]pyrimidine-6-carbonitrile